F[C@H]1CNCC[C@H]1N1N=C(C=2C1=NC=NC2N)C2=CC=C(C=C2)OC2=CC=CC=C2 1-[(3S,4R)-3-fluoro-4-piperidinyl]-3-(4-phenoxyphenyl)pyrazolo[3,4-d]pyrimidin-4-amine